C(C)(=O)OCC1C(CC[C@H]2C(CCC[C@]12C)(C)C)=C |r| ((4aSR,8aSR)-5,5,8a-trimethyl-2-methylenedecahydronaphthalen-1-yl)methyl acetate